Tert-butyl (4-(4-(4-(5-(difluoromethyl)-1,3,4-oxadiazol-2-yl)benzyl)-1H-1,2,3-triazol-1-yl)phenyl)carbamate FC(C1=NN=C(O1)C1=CC=C(CC=2N=NN(C2)C2=CC=C(C=C2)NC(OC(C)(C)C)=O)C=C1)F